tert-butyl 4-[2,3-difluoro-4-(4,4,5,5-tetramethyl-1,3,2-dioxaborolan-2-yl)phenyl]piperazine-1-carboxylate FC1=C(C=CC(=C1F)B1OC(C(O1)(C)C)(C)C)N1CCN(CC1)C(=O)OC(C)(C)C